[Br-].OC[PH3+] hydroxymethyl-phosphonium bromide